tert-butyl 4-(4-amino-2-(2,2-difluoroethoxy)-3-nitrophenyl)-3,6-dihydropyridine-1(2H)-carboxylate NC1=C(C(=C(C=C1)C=1CCN(CC1)C(=O)OC(C)(C)C)OCC(F)F)[N+](=O)[O-]